FC1=C(C=C2CCN(C2=C1)C(=O)NCC1=CC(=CC=C1)OC)C=1C(=NN(C1)COCC[Si](C)(C)C)[N+](=O)[O-] 6-fluoro-N-(3-methoxybenzyl)-5-(3-nitro-1-((2-(trimethylsilyl)ethoxy)methyl)-1H-pyrazol-4-yl)indoline-1-carboxamide